13-chloro-10-(2,6-difluoro-4-{[2-(methylamino)ethyl]amino}phenyl)-8-ethyl-9-oxo-6,8,10-triazatricyclo[9.4.0.02,7]pentadeca-1(11),2(7),3,5,12,14-hexaene-4-carbonitrile ClC1=CC=2N(C(N(C=3N=CC(=CC3C2C=C1)C#N)CC)=O)C1=C(C=C(C=C1F)NCCNC)F